FC1(CCN(CC1)C1=NC(=NC=C1)NC(C1=C(C=C(C=C1)S(=O)(=O)CCO)N1CCC2(CC2)CC1)=O)F N-(4-(4,4-difluoropiperidin-1-yl)pyrimidin-2-yl)-4-((2-hydroxyethyl)sulfonyl)-2-(6-azaspiro[2.5]octan-6-yl)benzamide